O[C@@H]1CN(CC1)C(=O)C1=CC2=C(NC3=CC=CC=C23)C(=N1)C(=O)N (S)-3-(3-Hydroxypyrrolidine-1-carbonyl)-9H-pyrido[3,4-b]indole-1-carboxamide